FC1=C2C=C(NC2=CC=C1)C(=O)N[C@@H](CC(C)C)C(=O)NN(C(=O)OC(C)(C)C)C[C@@H]1C(NCC1)=O tert-Butyl 2-((4-fluoro-1H-indole-2-carbonyl)-L-leucyl)-1-(((R)-2-oxopyrrolidin-3-yl)methyl)hydrazine-1-carboxylate